C(C1=CC=CC=C1)O[C@H](C)[C@@H]1N(CC1O)C=1N=C(C2=C(N1)CCC2)C2=CC=C(C(=O)N)C=C2 4-[2-[(2R)-2-[(1R)-1-benzyloxyethyl]-3-hydroxy-azetidin-1-yl]-6,7-dihydro-5H-cyclopenta[d]pyrimidin-4-yl]benzamide